N1=CC=C(C=C1)COCC1CCC(CC1)NC(OC(C)(C)C)=O tert-Butyl ((1r,4r)-4-((pyridin-4-ylmethoxy)methyl)cyclohexyl)carbamate